(S)-N-(3-cyano-4-fluorophenyl)-3-formyl-6-methyl-6,7-dihydro-[1,2,3]triazolo[1,5-a]pyrazine-5(4H)-formamide C(#N)C=1C=C(C=CC1F)NC(=O)N1CC=2N(C[C@@H]1C)N=NC2C=O